C(#N)C=1C=C(C=CC1)C=1N=C(SC1C1=CC(=NC(=C1)C)C)NC(=O)N1CC(C1)(C)O N-[4-(3-Cyanophenyl)-5-(2,6-dimethyl-4-pyridyl)thiazol-2-yl]-3-hydroxy-3-methyl-azetidin-1-carboxamid